FC(C)(F)C1=NC=C(C(=N1)NC1=CC(=NC=C1OCC)NC(C)=O)OC N-(4-((2-(1,1-difluoroethyl)-5-methoxypyrimidin-4-yl)amino)-5-ethoxypyridin-2-yl)acetamide